C[C@@H]1N(CCNC1)[C@@H]1C=2C(NCC1)=C(N(N2)C2=CC=C(C=C2)OC2=CC=CC=C2)C(=O)N (7S)-7-[(2S)-2-methylpiperazin-1-yl]-2-(4-phenoxyphenyl)-4,5,6,7-tetrahydro-2H-pyrazolo[4,3-b]pyridine-3-carboxamide